C(C=C)N=[N+]=[N-] allylazide